2-((2r,5s)-4-(6-cyano-1-methyl-2-oxo-1,2-dihydropyrido[3,2-d]pyrimidin-4-yl)-2,5-diethylpiperazin-1-yl)-N-(2-methoxyethyl)-2-(4-(trifluoromethyl)phenyl)acetamide C(#N)C=1C=CC=2N(C(N=C(C2N1)N1C[C@H](N(C[C@@H]1CC)C(C(=O)NCCOC)C1=CC=C(C=C1)C(F)(F)F)CC)=O)C